C(C)(C)(C)OC(=O)N[C@H](C(=O)O)COC1=C(C=NN1COCC[Si](C)(C)C)[N+](=O)[O-] (S)-2-((tert-butoxycarbonyl)amino)-3-((4-nitro-1-((2-(trimethylsilyl)ethoxy)methyl)-1H-pyrazol-5-yl)oxy)propanoic acid